Cl.Cl.N1=CC(=CC=C1)[C@H]1NCC=C(C1)C=1C=NC=CC1 3-[(2S)-2-(3-pyridyl)-1,2,3,6-tetrahydropyridin-4-yl]pyridine dihydrochloride